tert-butyl (2-(hydroxyimino)ethyl)(methyl)carbamate ON=CCN(C(OC(C)(C)C)=O)C